NC1=C(C=2C(=NC(=C(N2)C#CCN2CCOCC2)C#CCN2CCOCC2)N1C1=C(C(=CC=C1C)OC)C)C(=O)N 6-amino-5-(3-methoxy-2,6-dimethyl-phenyl)-2,3-bis(3-morpholinopropan-1-ynyl)pyrrolo[2,3-b]Pyrazine-7-carboxamide